COCOC=1C=C2C=CC=C(C2=C(C1)B1OC(C(O1)(C)C)(C)C)C#N 6-(methoxymethoxy)-8-(4,4,5,5-tetramethyl-1,3,2-dioxaborolan-2-yl)naphthalene-1-carbonitrile